N1(CCC(CC1)C(=O)O)C(=O)O (3R,4S)-1,4-Piperidinedi-carboxylic acid